(E)-3-(3-hydroxy-4-methoxyphenyl)-2-(3,4,5-trimethoxyphenyl)acrylic acid OC=1C=C(C=CC1OC)/C=C(/C(=O)O)\C1=CC(=C(C(=C1)OC)OC)OC